N-((3R,4S)-4-((8-((cyclopropylmethyl)amino)-6-(2,6-difluoro-3,5-dimethoxyphenyl)pyrido[3,4-d]pyrimidin-2-yl)amino)tetrahydrofuran-3-yl)acrylamide C1(CC1)CNC1=NC(=CC2=C1N=C(N=C2)N[C@H]2[C@H](COC2)NC(C=C)=O)C2=C(C(=CC(=C2F)OC)OC)F